4-(ethoxycarbonyl)-1H-pyrrolo[2,3-b]pyridine 7-oxide C(C)OC(=O)C1=C2C(=[N+](C=C1)[O-])NC=C2